C(CCC)(=O)OC Butanoic acid, methyl ester